CC1CCC(CC1)C(COCC)(COCC(C)C)CC[Si](C1=CC=C(C=C1)Cl)(C1=CC=C(C=C1)Cl)C1=CC=C(C=C1)Cl 2-(4-methylcyclohexyl)-2-(2-(tris(4-chlorophenyl)silyl)ethyl)-1-ethoxy-3-isobutoxy-propane